ClC1=C(C=C(C=C1)N1CC2=C(C(C1)(C)C)N=C(N2C)C(=O)N2C(CN(CC2)C2=CC=C(C=N2)CC(=O)O)(C)C)F 2-(6-(4-(5-(4-chloro-3-fluorophenyl)-3,7,7-trimethyl-4,5,6,7-tetrahydro-3H-imidazo[4,5-c]pyridine-2-carbonyl)-3,3-dimethylpiperazin-1-yl)pyridin-3-yl)acetic acid